C(C(C([2H])([2H])[2H])(C1=C(C(=CC(=C1)C(C([2H])([2H])[2H])(C([2H])([2H])[2H])[2H])C(C([2H])([2H])[2H])(C([2H])([2H])[2H])[2H])B(O)O)[2H])([2H])([2H])[2H] (2,4,6-tris(prop-2-yl-d7)-phenyl)boronic acid